ClC=1C=CC(=C(C(=O)N[C@H](C(C(=O)NC)=O)C[C@H]2C(NCC2)=O)C1)NC(=O)C1C(C1)C(F)(F)F 5-chloro-N-[(1S)-3-(methylamino)-2,3-dioxo-1-[[(3S)-2-oxopyrrolidin-3-yl]methyl]propyl]-2-[[2-(trifluoromethyl)cyclopropane-carbonyl]amino]benzamide